C(C)(C)(C)OC(=O)N1CCN(CC1)C=1C=NC(=CC1F)C(NC)=O 4-(4-fluoro-6-(methylcarbamoyl)pyridin-3-yl)piperazine-1-carboxylic acid tert-butyl ester